N-(5-((4-(1-cyclopropyl-1H-indol-3-yl)-5-(prop-1-yn-1-yl)pyrimidin-2-yl)amino)-2-((1S,4S)-5-cyclopropyl-2,5-diazabicyclo[2.2.1]hept-2-yl)-4-methoxyphenyl)acrylamide C1(CC1)N1C=C(C2=CC=CC=C12)C1=NC(=NC=C1C#CC)NC=1C(=CC(=C(C1)NC(C=C)=O)N1[C@@H]2CN([C@H](C1)C2)C2CC2)OC